6-(difluoromethoxy)-N-(4-(2,5-difluorophenyl)-6-(5,5-difluorotetrahydro-2H-pyran-2-yl)pyrimidin-5-yl)nicotinamide FC(OC1=NC=C(C(=O)NC=2C(=NC=NC2C2OCC(CC2)(F)F)C2=C(C=CC(=C2)F)F)C=C1)F